[Br-].ClC[N+]1=CC(=CC=C1)C(=O)O Chloromethyl-3-carboxypyridinium bromide